C(\C=C\C(=O)OC(C)CCC)(=O)OC1CCC(CC1)C(C)(C)CC (4-tert-pentylcyclohexyl) sec-pentyl fumarate